4-[2-[5-[(6,7-difluoro-4-methylsulfanyl-1H-indol-5-yl)oxy]-2-fluoro-phenyl]-1H-imidazol-5-yl]-4-methyl-chromane-8-carbaldehyde FC1=C(C(=C2C=CNC2=C1F)SC)OC=1C=CC(=C(C1)C=1NC(=CN1)C1(CCOC2=C(C=CC=C12)C=O)C)F